3-(4-bromophenyl)-4-(methylamino)cyclobut-3-ene-1,2-dione BrC1=CC=C(C=C1)C=1C(C(C1NC)=O)=O